15-glycidyloxypentadecylmethyldiethoxysilane C(C1CO1)OCCCCCCCCCCCCCCC[Si](OCC)(OCC)C